F[C@]1(CN(CC[C@H]1O)C1=NC=CC(=N1)NC=1N=CC2=C(N=CC(=C2C1)C(C)C)NC=1C=NN(C1)C)C (3S,4R)-3-fluoro-1-(4-((5-isopropyl-8-((1-methyl-1H-pyrazol-4-yl)amino)-2,7-naphthyridin-3-yl)amino)pyrimidin-2-yl)-3-methylpiperidin-4-ol